N-cyclopropyl-2-[1-[(2-ethylphenyl)methyl]-5-oxopyrrolidin-2-yl]acetamide C1(CC1)NC(CC1N(C(CC1)=O)CC1=C(C=CC=C1)CC)=O